FC1=C(C=C2CN(C(C2=C1)=O)C1C(NC(CC1)=O)=O)N1C(C(NC(C1([2H])[2H])([2H])[2H])([2H])[2H])([2H])[2H] 3-(6-fluoro-1-oxo-5-(piperazin-1-yl-2,2,3,3,5,5,6,6-d8)isoindolin-2-yl)piperidine-2,6-dione